2-methoxy-5-((1R,5S)-8-methyl-3,8-diazabicyclo[3.2.1]Octane-3-yl)aniline COC1=C(N)C=C(C=C1)N1C[C@H]2CC[C@@H](C1)N2C